E-2,3-dichloro-1,1,1,4,4,4-hexafluorobut-2-ene Cl\C(\C(F)(F)F)=C(/C(F)(F)F)\Cl